C(CCCCCCCCCCC)OOCCCCCCCCCCCC Laurylperoxid